chromium Potassium [K].[Cr]